(S)-3-(1-(1-(2',4',6'-trimethyl-[1,1'-biphenyl]-4-yl)butyl)-1H-indazole-5-carboxamido)propionic acid CC1=C(C(=CC(=C1)C)C)C1=CC=C(C=C1)[C@H](CCC)N1N=CC2=CC(=CC=C12)C(=O)NCCC(=O)O